NC1=C2C(=NC=N1)N(N=C2C2=CC=C(C=C2)CNC(C2=C(C=CC(=C2)F)OC)=O)C=2C=C(C=CC2C)N(C(=O)N2N=CN=C2)C N-(3-(4-amino-3-(4-((5-fluoro-2-methoxybenzamido)methyl)phenyl)-1H-pyrazolo[3,4-d]pyrimidin-1-yl)-4-methylphenyl)-N-methyl-1H-1,2,4-triazole-1-carboxamide